methyl 5-bromo-7-isopropyl-1H-indazole-3-carboxylate BrC=1C=C2C(=NNC2=C(C1)C(C)C)C(=O)OC